NC=1C=C(C=CC1N)C(=O)N1CCN(CC1)C (3,4-diaminophenyl)(4-methylpiperazin-1-yl)methanone